[Mn](=O)(=O)([O-])[O-].[Na+].[Co+2].[Fe+2].[Ni+2] nickel-iron-cobalt sodium manganate